O=C1NC2=C(SC=3N=CC=C(N1C1=CC=C(C=C1)OC1=CC=CC=C1)C32)C(=O)N[C@H]3[C@H](CCC3)NC(OC(C)(C)C)=O tert-Butyl ((1S,2R)-2-(4-oxo-5-(4-phenoxyphenyl)-4,5-dihydro-3H-1-thia-3,5,8-triazaacenaphthylene-2-carboxamido)cyclopentyl)carbamate